CN(C)C1=C(C(=C(C(=C1F)F)F)F)S(=O)(=O)N(C)C (dimethylamino)-3,4,5,6-tetrafluoro-N,N-dimethylbenzenesulfonamide